2-((6-(((cyclobutylmethyl)amino)methyl)imidazo[1,2-a]pyridin-2-yl)methyl)-2,7-naphthyridin-1(2H)-one C1(CCC1)CNCC=1C=CC=2N(C1)C=C(N2)CN2C(C1=CN=CC=C1C=C2)=O